CC1=NC=2N(C(=C1)C1CN(CCC1)C(=O)C=1C=C3C=CC(NC3=CC1)=O)N=CN2 6-[(3-{5-methyl-[1,2,4]triazolo[1,5-a]pyrimidin-7-yl}piperidin-1-yl)carbonyl]quinolon